NC(C(=O)O)(CCCCB(O)O)CCCN(CC)CC1CCCCC1 2-amino-6-borono-2-(3-((cyclohexylmethyl)(ethyl)amino)propyl)hexanoic acid